tert-butyl ((3R,4R,5R,6R)-4,5-bis(benzyloxy)-6-((benzyloxy)methyl)tetrahydro-2H-pyran-3-yl)carbamate C(C1=CC=CC=C1)O[C@@H]1[C@@H](CO[C@@H]([C@@H]1OCC1=CC=CC=C1)COCC1=CC=CC=C1)NC(OC(C)(C)C)=O